C1=C(C=CC2=CC=CC=C12)C=1C2=CC=CC=C2C(=C2C=CC(=CC12)C1=CC=C(C=C1)C1=NC2=C(N1C1=CC=CC=C1)C=CC=C2)C2=CC1=CC=CC=C1C=C2 2-(4-(9,10-di(naphthalene-2-yl)anthracene-2-yl)phenyl)-1-phenyl-1H-benzo-[D]imidazole